C(C)(C)C1=C(NC2=CC=C(C=C12)C1CCN(CC1)CC(=O)NC)C1=CN(C2=NC=CC=C21)C 2-(4-(3-isopropyl-2-(1-methyl-1H-pyrrolo[2,3-b]pyridin-3-yl)-1H-indol-5-yl)piperidin-1-yl)-N-methylacetamide